pentan-3-yl (R)-2-bromo-2-fluoroacetate Br[C@H](C(=O)OC(CC)CC)F